3-(1'-(3-(1-methyl-1H-pyrazol-4-yl)benzyl)-6-oxo-6,8-dihydro-2H,7H-spiro[furo[2,3-e]isoindol-3,4'-piperidin]-7-yl-2,2-d2)piperidine-2,6-dione CN1N=CC(=C1)C=1C=C(CN2CCC3(CC2)C(OC2=C4CN(C(C4=CC=C23)=O)C2C(NC(CC2)=O)=O)([2H])[2H])C=CC1